FC(C=1C(=C(C=CC1)C(C)NC1=C2C=CCN(C2=CC(=N1)C)C)F)F 5-((1-(3-(difluoromethyl)-2-fluorophenyl)ethyl)amino)-1,7-dimethyl-1,6-naphthyridine